NC=1C=2N(C(=CN1)CN1C3CNC(C1)C3)C(=NC2C2=CC=C(C3=CC=CC=C23)NC(NC2=CC(=CC=C2)C(F)(F)F)=O)C 3-[4-(8-amino-5-{2,5-diazabicyclo[2.2.1]heptan-2-ylmethyl}-3-methylimidazo[1,5-a]pyrazin-1-yl)naphthalen-1-yl]-1-[3-(trifluoromethyl)phenyl]urea